C(=O)[C@@H]1CN(CCC1)C(=O)[O-] (3S)-3-formylpiperidine-1-carboxylate